ClC=1C=C(C=CC1)C1(NC(NCC1)=O)C1CCCC1 4-(3-chlorophenyl)-4-cyclopentyltetrahydropyrimidin-2(1H)-one